(2-((2-chloro-5-fluorophenyl)amino)-5-(1-(difluoromethyl)-1H-pyrazol-4-yl)pyridin-3-yl)-3-fluoro-5-(trifluoromethyl)benzamide ClC1=C(C=C(C=C1)F)NC1=NC=C(C=C1C1=C(C(=O)N)C=C(C=C1F)C(F)(F)F)C=1C=NN(C1)C(F)F